OC12C[C@H]3N([C@H](CC(C1)C3)C2)C=2N=CC(=NC2)C=2C=3N(C=C(C2)C=2C=NN(C2)C)N=CC3C#N 4-(5-((1R,3S,5s,7s)-5-hydroxy-2-azaadamantan-2-yl)pyrazin-2-yl)-6-(1-methyl-1H-pyrazol-4-yl)pyrazolo[1,5-a]pyridine-3-carbonitrile